N-(1-(2-(methyl-(2-(p-tolyloxy)ethyl)amino)-2-oxoethyl)-1H-pyrazol-4-yl)-3-(pyridin-4-yloxy)cyclobutane-1-carboxamide CN(C(CN1N=CC(=C1)NC(=O)C1CC(C1)OC1=CC=NC=C1)=O)CCOC1=CC=C(C=C1)C